COS(=O)(=O)CCC methylpropyl-sulfonate